2-(4-hydroxyphenylazo)-benzoic acid OC1=CC=C(C=C1)N=NC1=C(C(=O)O)C=CC=C1